(+)-lactose C([C@@H]1[C@@H]([C@@H]([C@H]([C@@H](O1)O[C@@H]2[C@H](OC([C@@H]([C@H]2O)O)O)CO)O)O)O)O